N-Boc-1,2,3,6-tetrahydro-2-picolinic acid C(=O)(OC(C)(C)C)N1C(CC=CC1)C(=O)O